(1R)-1-{2-[3-(trifluoromethoxy)phenyl]-1,3-thiazol-4-yl}-6-azaspiro[2.5]octane-6-sulfonamide FC(OC=1C=C(C=CC1)C=1SC=C(N1)[C@@H]1CC12CCN(CC2)S(=O)(=O)N)(F)F